OC1(CC2C(CN(C2)C(C(=O)C2=CC=C(C=C2)O)C)C1)C1=C(C=CC=C1)C [5-hydroxy-5-(2-methylphenyl)-octahydrocyclopenta[c]pyrrol-2-yl]-1-(4-hydroxyphenyl)propan-1-one